methyl (S)-3-(4-chloro-3-fluorophenyl)-1-(1-methoxypropan-2-yl)-1H-pyrrolo[2,3-b]pyridine-6-carboxylate ClC1=C(C=C(C=C1)C1=CN(C2=NC(=CC=C21)C(=O)OC)[C@H](COC)C)F